rac-(1S*,2S*)-2-(3-chlorophenyl)-N-(6-(((6-cyclopropyl-8-(3-fluorooxetan-3-yl)imidazo[1,2-a]pyridin-2-yl)methyl)amino)pyrimidin-4-yl)cyclopropane-1-carboxamide ClC=1C=C(C=CC1)[C@@H]1[C@H](C1)C(=O)NC1=NC=NC(=C1)NCC=1N=C2N(C=C(C=C2C2(COC2)F)C2CC2)C1 |r|